C(CCCCC)OC(CCCCCCC(=O)[O-])=O hexylsuberate